Benzo[d][1,3]oxathiol-5-yl-trifluoromethanesulfonate O1CSC2=C1C=CC(=C2)OS(=O)(=O)C(F)(F)F